OC1CC(C1)N1C(C=C(C(=C1)C1=CC=CC=C1)N1C(=CC2=C1C(N(C=C2)C)=O)C=2C=NN(C2)C(F)(F)F)=O (1-(3-hydroxycyclobutyl)-2-oxo-5-phenyl-1,2-dihydropyridin-4-yl)-6-methyl-2-(1-(trifluoromethyl)-1H-pyrazol-4-yl)-1,6-dihydro-7H-pyrrolo[2,3-c]pyridin-7-one